(R)-2-((1H-pyrrolo[2,3-b]pyridin-5-yl)oxy)-4-(6-(4-(3,4-dimethoxybenzyl)-2-(2-isopropylphenyl)piperazin-1-yl)-2-azaspiro[3.3]heptan-2-yl)benzoic acid N1C=CC=2C1=NC=C(C2)OC2=C(C(=O)O)C=CC(=C2)N2CC1(C2)CC(C1)N1[C@@H](CN(CC1)CC1=CC(=C(C=C1)OC)OC)C1=C(C=CC=C1)C(C)C